(tert-butoxycarbonyl)-L-serine benzyl ester C(C1=CC=CC=C1)OC([C@@H](NC(=O)OC(C)(C)C)CO)=O